O-((5-Oxo-4,5-dihydro-1,2,4-oxadiazol-3-yl)methyl)-L-serine O=C1NC(=NO1)COC[C@H](N)C(=O)O